C1CC[C@@H]2C3\C(\CC([C@H]12)C3)=C\CCC=O (E)-4-((3aS,7aS)-octahydro-5H-4,7-methanoinden-5-ylidene)butanal